C(C1=CC=CC=C1)N1C(C2=CC=C(C=C2C=C1)C1=CC(=CC=C1)C(F)(F)F)=O 2-benzyl-6-(3-(trifluoromethyl)phenyl)isoquinolin-1(2H)-one